C(C)(C)(C)OOC(C)(CCC(C)(C)OOC(C)(C)C)C 2,5-bis(t-butylperoxy)-2,5-Dimethylhexane